piperidine-4-one, hydrochloride Cl.N1CCC(CC1)=O